2-((2-((6-methoxy-2-methyl-1,2,3,4-tetrahydroisoquinolin-7-yl)amino)-5-(3-oxocyclopentyl)-7H-pyrrolo[2,3-d]pyrimidin-4-yl)amino)-N,N-dimethylbenzenesulfonamide COC=1C=C2CCN(CC2=CC1NC=1N=C(C2=C(N1)NC=C2C2CC(CC2)=O)NC2=C(C=CC=C2)S(=O)(=O)N(C)C)C